NC1=C(C=C(C=C1)Br)NC(C(=O)OC(C)(C)C)CCC(=O)OC(C)(C)C 1,5-Di-tert-butyl 2-[(2-amino-5-bromophenyl)amino]pentanedioate